4-((5-Methoxy-1H-indol-1-yl)sulfonyl)benzohydrazide COC=1C=C2C=CN(C2=CC1)S(=O)(=O)C1=CC=C(C(=O)NN)C=C1